nitryl-maleimide [N+](=O)([O-])C=1C(=O)NC(C1)=O